4-(BOc-amino)cyclohexanol tert-Butyl-3-(4-((5-(3-carbamoyl-5-methyl-1H-pyrazol-1-yl)-1H-indol-1-yl)methyl)benzyl)azetidine-1-carboxylate C(C)(C)(C)C1N(CC1CC1=CC=C(C=C1)CN1C=CC2=CC(=CC=C12)N1N=C(C=C1C)C(N)=O)C(=O)OC1CCC(CC1)NC(=O)OC(C)(C)C